ClC1=NC(=CC=C1C(=O)NS(=O)(=O)C1=CC=CC(=N1)OCCCC1CC(N(C1)C(=O)OC(C)(C)C)(C)C)N1N=C(C=C1)OCCC1(CC1)C(F)(F)F tert-Butyl 4-[3-[[6-[[2-chloro-6-[3-[2-[1-(trifluoromethyl)cyclopropyl] ethoxy]pyrazol-1-yl]pyridine-3-carbonyl]sulfamoyl]-2-pyridyl]oxy]propyl]-2,2-dimethyl-pyrrolidine-1-carboxylate